ethyl 4-(1H-imidazol-1-yl)-3-((4-methoxyphenyl)sulfonyl)quinoline-6-carboxylate N1(C=NC=C1)C1=C(C=NC2=CC=C(C=C12)C(=O)OCC)S(=O)(=O)C1=CC=C(C=C1)OC